CN1C(C2=CC(=CC(=C2C=C1C=1C=NC(=NC1)C=1C(=[N+](C=C(C1)F)[O-])C)[C@@H](C)NC1=C(C=CC=C1)S(=O)(=O)C)C)=O (R)-3-(5-(2,7-dimethyl-5-(1-((2-(methylsulfonyl)phenyl)amino)ethyl)-1-oxo-1,2-dihydroisoquinolin-3-yl)pyrimidin-2-yl)-5-fluoro-2-methylpyridine 1-oxide